2-[[(1R)-1-(6-Methyl-4-oxo-2-thiomorpholino-chromen-8-yl)ethyl]amino]benzoic acid CC=1C=C2C(C=C(OC2=C(C1)[C@@H](C)NC1=C(C(=O)O)C=CC=C1)N1CCSCC1)=O